5-hydroxy-1,3-dihydrobenzo[c]selenophen-2-oxide OC1=CC2=C(C[Se](C2)=O)C=C1